COC(OC)OC.NC=1N=CC(=NC1C=1C=NC(=CC1)OCC)C(=O)N/N=C/C1=C(C=CC(=C1)OC)F (E)-5-amino-6-(6-ethoxypyridin-3-yl)-N'-(2-fluoro-5-methoxybenzylidene)pyrazine-2-carbohydrazide trimethyl-ortho-formate